NCCCC(=O)O.NCCCC(=O)O gamma-aminobutyric acid (4-aminobutanoate)